OCC=1C=C2C=3N(C4(C(NC3C1)=O)CC4)N=C2 8'-(Hydroxymethyl)spiro[cyclopropane-1,3'-pyrazolo[1,5,4-de]quinoxalin]-2'(1'H)-one